1-Methyl-3-(4-methyl-2-oxo-3,4-dihydro-2H-pyran-6-yl)-1H-indazole 2-oxide CN1[N+](=C(C2=CC=CC=C12)C1=CC(CC(O1)=O)C)[O-]